(2S,3S)-3-(4-isopropylphenyl)-2-(4-methoxyphenyl)-3-methyl-5-oxo-tetrahydrofuran-2-carbonitrile C(C)(C)C1=CC=C(C=C1)[C@]1([C@](OC(C1)=O)(C#N)C1=CC=C(C=C1)OC)C